2-Methoxy-N-[2-(3-methylphenyl)-1,3-benzoxazol-5-yl]pyrimidine-5-carboxamide COC1=NC=C(C=N1)C(=O)NC=1C=CC2=C(N=C(O2)C2=CC(=CC=C2)C)C1